(1,4-dioxan-2-yl)methanesulfonyl chloride O1C(COCC1)CS(=O)(=O)Cl